ClC1=NC(=NC(=C1C=O)NC(C)C1=C(C(=CC=C1)C(F)F)F)C 4-chloro-6-(1-(3-(difluoromethyl)-2-fluorophenyl)ethylamino)-2-methylpyrimidine-5-carbaldehyde